(E)-1-(4-trifluoromethyl-phenyl)-1-pentanone FC(C1=CC=C(C=C1)C(CCCC)=O)(F)F